OC1CCN(C(C1)(C)C)C(C(C)C)O 4-hydroxy-2,2,6,6-tetramethyl-1-piperidinylethanol